FC=1C=C(C=CC1N1CCNCC1)C1C(OCCC1)=O 3-(3-fluoro-4-piperazin-1-ylphenyl)-2-oxooxane